CC=1C=2C=3C(N(C=C(C(NC4=NC5=CC=C(C=C5N4CC(CCCOC2N(N1)C)CC)Br)=O)C3)C)=O methyl-16-bromo-11-ethyl-5,26-dimethyl-7-oxa-4,5,13,20,22,26-hexaazapentacyclo[22.3.1.0^{2,6}.0^{13,21}.0^{14,19}]octacosa-1(28),2(6),3,14,16,18,20,24-octaene-23,27-dione